4-[(2-chloro-6-fluorophenyl)methyl]-3-[(3,3-difluoropiperidin-1-yl)methyl]-4,5-dihydro-1,2,4-oxadiazol-5-one ClC1=C(C(=CC=C1)F)CN1C(=NOC1=O)CN1CC(CCC1)(F)F